CC(C(=O)O)(C)SC(=S)SCCCCCCCCCCCC 2-methyl-2-[(dodecylthiothiocarbonyl)thio]propanoic acid